(±)-5-benzyl-N-(9-chloro-1-methyl-2-oxo-1,2,3,4-tetrahydro-[1,4]diazepino[3,2,1-hi]indol-3-yl)-4H-1,2,4-triazole-3-carboxamide C(C1=CC=CC=C1)C=1NC(=NN1)C(=O)N[C@H]1C(N(C=2C=C(C=C3C=CN(C23)C1)Cl)C)=O |r|